tert-butyl 2-oxo-1-(4-(trifluoromethyl) phenyl)-5-vinylspiro(indole-3,3'-pyrrolidine)-1'-carboxylate O=C1N(C2=CC=C(C=C2C12CN(CC2)C(=O)OC(C)(C)C)C=C)C2=CC=C(C=C2)C(F)(F)F